1-(9-butyl-1,10-phenanthroline-2-yl)1-pentanol C(CCC)C=1C=CC2=CC=C3C=CC(=NC3=C2N1)C(CCCC)O